C1(CC1)CC1=CN(C=2N=CN=C(C21)N[C@H]2CN(CCC2)C(=O)OC(C)(C)C)COCC[Si](C)(C)C tert-butyl (R)-3-((5-(cyclopropylmethyl)-7-((2-(trimethylsilyl)ethoxy)methyl)-7H-pyrrolo[2,3-d]pyrimidin-4-yl)amino)piperidine-1-carboxylate